CN=S(C1=C2CCCNC2=CC=C1)(=O)C methyl-[methyl-(oxo)(1,2,3,4-tetrahydroquinolin-5-yl)-λ6-sulfanylidene]amine